3-methyl-2-(trifluoromethyl)phenol CC=1C(=C(C=CC1)O)C(F)(F)F